COC=1C=C(C=CC1OC)C1=NC(=NC(=N1)C(Cl)(Cl)Cl)C(Cl)(Cl)Cl 2-(3,4-dimethoxy-phenyl)-4,6-bistrichloromethyl-[1,3,5]Triazine